ClC1=C(C=C(C(=O)[O-])C=C1)OC 4-chloro-3-methoxybenzoate